(R)-3-(1-(2-(2-methoxyphenyl)-2-((tetrahydro-2H-pyran-4-yl)oxy)ethyl)-5-methyl-6-(oxazol-2-yl)-2,4-dioxo-1,2-dihydrothieno[2,3-d]pyrimidine-3(4H)-yl)benzoic acid COC1=C(C=CC=C1)[C@H](CN1C(N(C(C2=C1SC(=C2C)C=2OC=CN2)=O)C=2C=C(C(=O)O)C=CC2)=O)OC2CCOCC2